C12(CC3CC(CC(C1)C3)C2)CN2N=CC(=C2C)C2=NN3C(SC=C3C=3C=NC(=CC3)NC=3SC1=C(N3)C=CC=C1)=C2C(=O)OCC ethyl 6-(1-(adamantan-1-ylmethyl)-5-methyl-1H-pyrazol-4-yl)-3-(6-(benzo[d]thiazol-2-ylamino)pyridin-3-yl)pyrazolo[5,1-b]thiazole-7-carboxylate